3,4-diaminobiphenyl-5'-sulfonic acid NC=1C=C(C=CC1N)C1=CC=CC(=C1)S(=O)(=O)O